α-methyl-crotonic acid C/C(/C(=O)O)=C\C